NC1=C(C=C(C=2C(C3=CC=CC=C3C(C12)=O)=O)N)OC 1,4-diamino-2-methoxyanthracene-9,10-dione